C(CCC)C=1C=C2C(=CC(=NC2=CC1)N1CC(CCC1)C(=O)O)C1=CC(=CC=C1)C#N 1-[6-butyl-4-(3-cyanophenyl)quinolin-2-yl]piperidine-3-carboxylic acid